BrC1=C(C=C(CNC(=O)[C@H]2NCCN(C2)C=2C=3C(N=CN2)=NN(C3)C3=CC(=C(C=C3)C)F)C=C1)C (S)-N-(4-bromo-3-methylbenzyl)-4-(2-(3-fluoro-4-methylphenyl)-2H-pyrazolo[3,4-d]pyrimidin-4-yl)piperazine-2-carboxamide